6-(4-fluoro-3-methyl-phenyl)-3-methyl-1-(4-pyridylmethyl)imidazo[4,5-b]pyridin-2-one FC1=C(C=C(C=C1)C=1C=C2C(=NC1)N(C(N2CC2=CC=NC=C2)=O)C)C